(R)-(4-chloro-2-(2-methoxy-7-methylquinoxalin-5-yl)-7,8-dihydro-[1,4]dioxino[2',3':3,4]benzo[1,2-d]thiazol-7-yl)methyl (2-methoxypyridin-4-yl)carbamate COC1=NC=CC(=C1)NC(OC[C@@H]1OC2=C(C3=C(N=C(S3)C3=C4N=CC(=NC4=CC(=C3)C)OC)C(=C2)Cl)OC1)=O